2-(morpholin-4-yl)-8-(1H-pyrazol-5-yl)-4-[3-(trifluoromethyl)phenyl]-1,7-naphthyridine N1(CCOCC1)C1=NC2=C(N=CC=C2C(=C1)C1=CC(=CC=C1)C(F)(F)F)C1=CC=NN1